4-(5-(2-fluoro-4-(3-(4-fluorophenyl)-1-isopropyl-2,4-dioxo-1,2,3,4-tetrahydropyrimidine-5-carboxamido)phenoxy)-1-methyl-1H-indazol-6-yl)-1H-pyrazole-1-carboxylic acid tert-butyl ester C(C)(C)(C)OC(=O)N1N=CC(=C1)C1=C(C=C2C=NN(C2=C1)C)OC1=C(C=C(C=C1)NC(=O)C=1C(N(C(N(C1)C(C)C)=O)C1=CC=C(C=C1)F)=O)F